1-(5-(4,4-dimethylpiperidin-1-yl)-9-methyl-[1,2,4]triazolo[1,5-c]quinazolin-7-yl)ethan-1-ol CC1(CCN(CC1)C1=NC=2C(=CC(=CC2C=2N1N=CN2)C)C(C)O)C